NC1=NC2=C(C=3N1N=C(N3)C3=NC=CC=C3)C(=C(N2CCN2CCN(CC2)C2=C(C=C(C=C2)C#N)F)C(=O)N)Cl 5-amino-9-chloro-7-(2-(4-(4-cyano-2-fluorophenyl)piperazin-1-yl)ethyl)-2-(pyridin-2-yl)-7H-pyrrolo[3,2-e][1,2,4]triazolo[1,5-c]pyrimidine-8-carboxamide